N-(2-(chloromethyl)-4-bromophenyl)-4-methylbenzenesulfonamide ClCC1=C(C=CC(=C1)Br)NS(=O)(=O)C1=CC=C(C=C1)C